2-(4-chlorobenzyl)-N,8-dimethyl-N-(pyridin-2-ylmethyl)-4,5-dihydro-2H-furo[2,3-g]indazole-7-carboxamide ClC1=CC=C(CN2N=C3C4=C(CCC3=C2)OC(=C4C)C(=O)N(CC4=NC=CC=C4)C)C=C1